ClC1=NC(=NC(=N1)Cl)NC(C)(C)C1=NN(C=C1)C(F)F 4,6-Dichloro-N-[1-[1-(difluoromethyl)pyrazol-3-yl]-1-methyl-ethyl]-1,3,5-triazin-2-amine